trans-(4-(3,4-Dihydroisoquinolin-2(1H)-yl)-5-hydroxyazepan-1-yl)(6-((1-methylpiperidine-4-yl)amino)pyrimidin-4-yl)methanone C1N(CCC2=CC=CC=C12)[C@@H]1CCN(CC[C@H]1O)C(=O)C1=NC=NC(=C1)NC1CCN(CC1)C